pyridine-1,2-dicarboxylic acid 1-(tert-butyl) ester 2-ethyl ester CCOC(=O)C1N(C=CC=C1)C(=O)OC(C)(C)C